normal pentanoyl chloride C(CCCC)(=O)Cl